N4-{[1-(methoxymethyl)cyclobutyl]methyl}-N4-methyl-6-[3-(trifluoromethyl)phenyl]pyridin-2,3,4-triamine COCC1(CCC1)CN(C1=C(C(=NC(=C1)C1=CC(=CC=C1)C(F)(F)F)N)N)C